2,2'-diacetyl-1,1'-biphenyl C(C)(=O)C1=C(C=CC=C1)C1=C(C=CC=C1)C(C)=O